(S)-6-(2-amino-5-(3-(dimethylamino)-2,3-dihydrobenzofuran-5-yl)-6-fluoropyridin-3-yl)-4-methylisoquinolin-1(2H)-one NC1=NC(=C(C=C1C=1C=C2C(=CNC(C2=CC1)=O)C)C=1C=CC2=C([C@@H](CO2)N(C)C)C1)F